gadolinium 2,2',2''-{10-[(1S)-1-carboxy-2-{4-[2-(2-ethoxyethoxy)ethoxy] phenyl}ethyl]-1,4,7,10-tetraazacyclododecane-1,4,7-triyl}triacetate C(=O)(O)[C@H](CC1=CC=C(C=C1)OCCOCCOCC)N1CCN(CCN(CCN(CC1)CC(=O)[O-])CC(=O)[O-])CC(=O)[O-].[Gd+3]